8-Chloro-5-(2-ethylpyridin-3-yl)-7-(trifluoromethyl)imidazo[1,2-a]Quinoxaline-4(5H)-on ClC1=C(C=C2N(C(C=3N(C2=C1)C=CN3)=O)C=3C(=NC=CC3)CC)C(F)(F)F